COC=1C=C(C=CC1OC)C=1N=C2N(C=C(C=C2C)C2=CC=C(C=C2)N2CCN(CC2)CC(C)C)C1 2-(3,4-dimethoxyphenyl)-6-(4-(4-isobutylpiperazin-1-yl)phenyl)-8-methylimidazo[1,2-a]pyridine